CN1C2(CC2)CNC(C1)C1=CC=C(C(=O)OC)C=C1 methyl 4-(4-methyl-4,7-diazaspiro[2.5]octan-6-yl)benzoate